titanium dioctyloxybis(octylene glycolate) C(CCCCCCC)C(C(=O)[O-])(O)CCCCCCCCOCCCCCCCCC(C(=O)[O-])(O)CCCCCCCC.[Ti+4].C(CCCCCCC)C(C(=O)[O-])(O)CCCCCCCCOCCCCCCCCC(C(=O)[O-])(O)CCCCCCCC